C12CN(CC2C1)C=1C2=C(N=CN1)C1=C(S2)N=CC(=C1C)Cl 4-(3-azabicyclo[3.1.0]hexane-3-yl)-8-chloro-9-methyl-pyrido[3',2':4,5]thieno[3,2-d]pyrimidine